C12CCCC(NC1=O)O2 8-oxa-6-azabicyclo[3.2.1]octane-7-on